(3,5-difluoro-4-((7-(2-(methylamino)ethoxy)quinolin-4-yl)oxy)phenyl)isonicotinamide FC=1C=C(C=C(C1OC1=CC=NC2=CC(=CC=C12)OCCNC)F)C1=C(C(=O)N)C=CN=C1